ClC1=NC=C(C(=N1)NCCC1=C(C=CC=C1)F)Cl 2,5-dichloro-N-(2-fluorophenylethyl)pyrimidin-4-amine